IC=1C(=NC=NC1OCC1=CC=C(C=C1)OC)OC 5-iodo-4-methoxy-6-[(4-methoxyphenyl)methoxy]pyrimidine